C(C=C)N1N(C2=NC(=NC=C2C1=O)NC1=CC=C(C=C1)Br)C1=NC(=CC=C1)OC1CCN(CC1)C allyl-6-(p-bromophenylamino)-1-[6-(1-methyl-4-piperidyloxy)-2-pyridyl]-1,2-dihydro-3H-1,2,5,7-tetraazainden-3-one